C1(=CC=CC=C1)COCCOCCOCCOCCCCCOCC1=CC=CC=C1 1,18-diphenyl-2,5,8,11,17-pentaoxa-octadecane